FC1=CC=C(C=C1)N1C(N(C(C2=C1SC(=C2)S(=O)(=O)NC2(CC2)C)=O)CC=2C=NN(C2)C)=O 1-(4-fluorophenyl)-3-((1-methyl-1H-pyrazol-4-yl)methyl)-N-(1-methylcyclopropyl)-2,4-dioxo-1,2,3,4-tetrahydrothieno[2,3-d]pyrimidine-6-sulfonamide